C1(=CC=C(C=C1)[Si](C1=CC=C(C=C1)C)(C1=CC=C(C=C1)C)O[Cr](=O)(=O)O[Si](C1=CC=C(C=C1)C)(C1=CC=C(C=C1)C)C1=CC=C(C=C1)C)C bis(tri-p-tolylsilyl)chromate